N1C(=CC2=CC=CC=C12)COC(C[C@@H](/C(=C\C)/C=O)CC=O)=O (3S,4E)-4-formyl-3-(2-oxoethyl)-4-hexenoic acid (1H-indol-2-yl)methyl ester